(S)-[2-chloro-4-fluoro-5-(7-morpholin-4-yl-quinazolin-4-yl)phenyl]-(6-methoxy-pyridazin-3-yl)methanol ClC1=C(C=C(C(=C1)F)C1=NC=NC2=CC(=CC=C12)N1CCOCC1)[C@H](O)C=1N=NC(=CC1)OC